(7S)-7-tert-butyl-N-[(1R)-3-(4-hydroxypiperidin-1-ium-1-yl)-1-[4-(1-methyltetrazol-5-yl)phenyl]propyl]-5,6,7,8-tetrahydrothiazolo[5,4-b]quinoline-2-carboxamide C(C)(C)(C)[C@@H]1CC=2C=C3C(=NC2CC1)SC(=N3)C(=O)N[C@H](CC[NH+]3CCC(CC3)O)C3=CC=C(C=C3)C3=NN=NN3C